(Z)-tert-butyl 3-(2-iodovinyl)morpholine-4-carboxylate I\C=C/C1N(CCOC1)C(=O)OC(C)(C)C